4-(N-(3-(tert-butyl)-5-cyclopropylbenzyl)-2-(N-(3-fluoro-4-methoxybenzyl)-(2,3,4,5,6-pentafluoro-phenyl)sulfonamido)acetamido)-2-hydroxybenzoic acid C(C)(C)(C)C=1C=C(CN(C(CN(S(=O)(=O)C2=C(C(=C(C(=C2F)F)F)F)F)CC2=CC(=C(C=C2)OC)F)=O)C2=CC(=C(C(=O)O)C=C2)O)C=C(C1)C1CC1